CN1C(CN(CC1C)C)C 1,2,4,6-tetramethylpiperazine